S(C(C(=O)[O-])CC1=CC(=C(C(=C1)C(C)(C)C)O)C(C)(C)C)C(C(=O)[O-])CC1=CC(=C(C(=C1)C(C)(C)C)O)C(C)(C)C 2,2'-thio-bis[3-(3,5-di-tert-butyl-4-hydroxyphenyl) propionate]